pentyl-2-(pyridin-4-yl)pyrido[3,4-d]pyrimidin-4-amine C(CCCC)C1=CN=CC=2N=C(N=C(C21)N)C2=CC=NC=C2